C(CCCCCCCCC)OP1(OC2=CC=CC=C2C=2C=CC=CC12)=O 10-decyl-oxy-9,10-dihydro-9-oxa-10-phosphaphenanthrene-10-oxide